OC1=C(C=CC=C1)C1=CC(=CN=N1)N1CCC(CC1)(C(=O)N1CC2(CC2C(=O)N2CCN(CC2)C2=CC=C(C=C2)[C@@H]2C(NC(CC2)=O)=O)CC1)C1=CC=CC=C1 |r| RAC-(3R)-3-{4-[4-(5-{1-[6-(2-HYDROXYPHENYL)PYRIDAZIN-4-YL]-4-PHENYLPIPERIDINE-4-CARBONYL}-5-AZASPIRO[2.4]HEPTANE-1-CARBONYL)PIPERAZIN-1-YL]PHENYL}PIPERIDINE-2,6-DIONE